COC(=O)C1=C(C=C(C2=CN(N=C12)CC)N1C[C@@H](CC1)N(C)C)Cl.C(C)N1C2=CC=CC=C2C=2C=C(C=CC12)CNC(CCC1=C(C(=O)N)C=CC(=C1)C1=NC=CC=C1)C 3-((9-ethyl-9H-carbazol-3-yl)methylamino)butyl-4-(pyridin-2-yl)benzamide methyl-6-chloro-4-[(3R)-3-(dimethylamino)pyrrolidin-1-yl]-2-ethylindazole-7-carboxylate